C1(CC1)NC(=O)NC1=NC2=C(N1)C=CC(=C2)C2=C(C=CC(=C2)CC2=NNC(C1=CC=CC=C21)=O)F 1-cyclopropyl-3-(5-(2-fluoro-5-((4-oxo-3,4-dihydrophthalazin-1-yl)methyl)phenyl)-1H-benzimidazol-2-yl)urea